1-(2-(2-(2-aminopropoxy)ethoxy)propan-2-yl)propan-2-amine NC(COCCOC(C)(C)CC(C)N)C